6-Cyclopropyl-8-fluoro-2-[2-(hydroxymethyl)-3-[1-methyl-5-[[5-(4-methylpiperazin-1-yl)pyridin-2-yl]amino]-6-oxopyridin-3-yl]phenyl]isoquinolin-1-one C1(CC1)C=1C=C2C=CN(C(C2=C(C1)F)=O)C1=C(C(=CC=C1)C1=CN(C(C(=C1)NC1=NC=C(C=C1)N1CCN(CC1)C)=O)C)CO